5-(6-chloroindolin-1-yl)sulfonyl-4-fluoroisoquinoline ClC1=CC=C2CCN(C2=C1)S(=O)(=O)C1=C2C(=CN=CC2=CC=C1)F